OC[C@]1(C2=C(OC1)C=CC1=CC(=CC=C12)C#CC1=CC=CC=C1)C1=CC=C(C=C1)O (R)-4-(1-(hydroxymethyl)-7-phenylethynyl-1,2-dihydronaphtho[2,1-b]furan-1-yl)phenol